FC([C@@H](CO)O)(F)F |r| (RS)-3,3,3-trifluoropropane-1,2-diol